CC1(C2CCC(C(C2(CCC1)C)CCC(=CC=O)C)=C)C 5-(5,5,8a-trimethyl-2-methylene-decalin-1-yl)-3-methyl-pent-2-enal